C(CCCCCCCCCCCCC)OC(CCSCCC(=O)OCCCCCCCCCCCCCC)=O.S(CCC(=O)OCCCCCCCCCCCCC)CCC(=O)OCCCCCCCCCCCCC ditridecyl thiodipropionate ditetradecyl-thiodipropionate